(S)-6-(((1-(1-(difluoromethyl)cyclopropyl)-1H-1,2,3-triazol-4-yl)(6-fluoro-2-methylpyridin-3-yl)methyl)amino)-4-(neopentylamino)quinoline-3,8-dicarbonitrile FC(C1(CC1)N1N=NC(=C1)[C@H](C=1C(=NC(=CC1)F)C)NC=1C=C2C(=C(C=NC2=C(C1)C#N)C#N)NCC(C)(C)C)F